COC1CCN(CC1)C1=NC=C(C=N1)OC1=C(C=C(C=C1)[N+](=O)[O-])C 2-(4-methoxypiperidin-1-yl)-5-(2-methyl-4-nitrophenoxy)pyrimidine